N[C@H](C(=O)O)CC1=CC=C(C=C1)C1=NOC(=N1)CC1=CC=C(C=C1)OC (S)-2-amino-3-(4-(5-(4-methoxybenzyl)-1,2,4-oxadiazol-3-yl)phenyl)propanoic acid